CC1=C(C=CC=C1)N(CC#CC1=CC=CC=C1)C(=S)F (2-methylphenyl)(3-phenylprop-2-yn-1-yl)aminothioformylfluoride